Cyclohexylmethyl-aminomethyl-phosphonic acid monophenyl ester silicon [Si].C1(=CC=CC=C1)OP(O)(=O)C(N)CC1CCCCC1